3-((5-fluoro-3-iodopyridin-2-yl)amino)-5,5-dimethylcyclohex-2-enone FC=1C=C(C(=NC1)NC1=CC(CC(C1)(C)C)=O)I